The molecule is a branched amino pentasaccharide consisting of the trisaccharide beta-D-galactosyl-(1->3)-N-acetyl-beta-D-glucosaminyl-(1->3)-beta-D-galactose where the galactosyl residue at the non-reducing end has alpha-L-fucosyl and N-acetyl-alpha-D-galactosaminyl residues attached at the 2- and 3-positions respectively. It is an amino pentasaccharide, a galactosamine oligosaccharide and a glucosamine oligosaccharide. C[C@H]1[C@H]([C@H]([C@@H]([C@@H](O1)O[C@@H]2[C@H]([C@H]([C@H](O[C@H]2O[C@@H]3[C@H]([C@@H](O[C@@H]([C@H]3O)CO)O[C@H]4[C@H]([C@H](O[C@H]([C@@H]4O)O)CO)O)NC(=O)C)CO)O)O[C@@H]5[C@@H]([C@H]([C@H]([C@H](O5)CO)O)O)NC(=O)C)O)O)O